5-(bromomethyl)-1,3-difluoro-2-(4-methoxybenzyloxy)benzene BrCC=1C=C(C(=C(C1)F)OCC1=CC=C(C=C1)OC)F